FC(C1=NN=C(O1)C1=CC(=C(CN2C(N(C3=C2C=C(C(=C3)C=3C=NC=CC3)F)C)=O)C=C1)F)F 1-(4-(5-(difluoromethyl)-1,3,4-oxadiazole-2-yl)-2-fluorobenzyl)-6-fluoro-3-methyl-5-(pyridine-3-yl)-1,3-dihydro-2H-benzo[d]imidazole-2-one